OCC[C@@H](C(=O)OC(C)C)C Isopropyl (S)-4-hydroxy-2-methylbutanoate